C1(=CC(=CC=C1)C[C@@H]1C=2C(N(C=NC2CC[C@@H]1NS(=O)(=O)C1(CC1)F)C(C)C)=O)C1=CC=CC=C1 |r| rac-N-[(5R,6S)-5-[([1,1'-biphenyl]-3-yl)methyl]-4-oxo-3-(propan-2-yl)-3,4,5,6,7,8-hexahydroquinazolin-6-yl]-1-fluorocyclopropane-1-sulfonamide